O1CCN(CC1)S(=O)(=O)C=1C=C(C(=O)N)C=CC1 3-(morpholinosulfonyl)benzamide